3-(6-((N,N-Dimethylsulfamoyl)amino)pyrazin-2-yl)-N-(4-phenethoxyphenyl)benzamide CN(S(=O)(=O)NC1=CN=CC(=N1)C=1C=C(C(=O)NC2=CC=C(C=C2)OCCC2=CC=CC=C2)C=CC1)C